(S)-2-amino-4-((3-fluoropropyl)(4-(5,6,7,8-tetrahydro-1,8-naphthyridin-2-yl)butyl)amino)butanoic acid N[C@H](C(=O)O)CCN(CCCCC1=NC=2NCCCC2C=C1)CCCF